1-[3-ethylsulfanyl-4-[3-methyl-6-(trifluoromethyl)imidazo[4,5-c]pyridin-2-yl]phenyl]cyclopropanecarbonitrile C(C)SC=1C=C(C=CC1C1=NC2=C(C=NC(=C2)C(F)(F)F)N1C)C1(CC1)C#N